1-amino-3-(benzyloxy)-4-oxo-N-((tetrahydro-2H-pyran-4-yl)methyl)-1,4-dihydropyridine-2-carboxamide NN1C(=C(C(C=C1)=O)OCC1=CC=CC=C1)C(=O)NCC1CCOCC1